N-(pyridin-4-yl)-4-(1-(o-tolylsulfonyl)cyclopropyl)piperidine-1-carboxamide N1=CC=C(C=C1)NC(=O)N1CCC(CC1)C1(CC1)S(=O)(=O)C1=C(C=CC=C1)C